(acetylthioethyl)(isopropyloxycarbonyl-1-ethylamino)phosphoric acid C(C)(=O)SCCOP(ON(CC)C(=O)OC(C)C)(O)=O